(R)-1-(3-fluorophenyl)ethyl (4-(4-aminophenyl)-1-methyl-1H-1,2,3-triazol-5-yl)carbamate NC1=CC=C(C=C1)C=1N=NN(C1NC(O[C@H](C)C1=CC(=CC=C1)F)=O)C